OC1=CC=C(C=C1)C1=CC=C(C=C1)OCCO 4-hydroxy-4'-hydroxyethoxybiphenyl